(R)-N-(3,3-difluoro-1-(oxetan-3-yl)piperidin-4-yl)-5-(1-(3,3-difluoropropyl)-1H-benzo[d][1,2,3]triazol-6-yl)-4-methoxypyrrolo[2,1-f][1,2,4]triazin-2-amine FC1(CN(CC[C@H]1NC1=NN2C(C(=N1)OC)=C(C=C2)C=2C=CC1=C(N(N=N1)CCC(F)F)C2)C2COC2)F